C(OCOP(=O)(COC[C@H]1O[C@H](C[C@@H]1O)N1C2=NC(=NC(=C2N=C1)S)N)OCOC(OC(C)C)=O)(OC(C)C)=O ((((((2R,3S,5R)-5-(2-amino-6-mercapto-9H-purin-9-yl)-3-hydroxytetrahydrofuran-2-yl)methoxy)methyl)phosphoryl)bis(oxy))bis(methylene) diisopropyl bis(carbonate)